(S)-4-Chloro-5-(2-(3-oxo-3-(4-(5-(trifluoromethyl)pyrimidin-2-yl)piperazin-1-yl)propoxy)propoxy)pyridazin-3(2H)-one ClC=1C(NN=CC1OC[C@H](C)OCCC(N1CCN(CC1)C1=NC=C(C=N1)C(F)(F)F)=O)=O